oxygen barium maleate C(\C=C/C(=O)[O-])(=O)[O-].[Ba+2].[O+2].C(\C=C/C(=O)[O-])(=O)[O-]